5-amino-4-cyano-3-[(4-fluorophenyl)amino]pyrazole NC1=C(C(=NN1)NC1=CC=C(C=C1)F)C#N